C[Si](CCOC(=O)N[C@@H]1[C@@H]([C@H]2CCC[C@@H]12)C(=O)OC)(C)C methyl (1R,5S,6R,7S)-7-(((2-(trimethylsilyl)ethoxy)carbonyl)amino)bicyclo[3.2.0]heptane-6-carboxylate